(2S)-N-{[4-(3,4-dichlorobenzyl)morpholin-2-yl]methyl}-(pyrimidin-2-ylsulfanyl)acetamide ClC=1C=C(CN2C[C@@H](OCC2)CNC(CSC2=NC=CC=N2)=O)C=CC1Cl